2-fluoro-N-(5-fluoro-3-(6-(4-(2-hydroxyethyl)phenyl)-7H-pyrrolo[2,3-d]pyrimidin-4-yl)-2-methylphenyl)-4-(2-hydroxypropan-2-yl)benzamide FC1=C(C(=O)NC2=C(C(=CC(=C2)F)C=2C3=C(N=CN2)NC(=C3)C3=CC=C(C=C3)CCO)C)C=CC(=C1)C(C)(C)O